C(C=C)(=O)O.C(C=C)(=O)O.C(C=C)(=O)O.C(C)OC(C(C(CO)(CO)CO)(OCC)OCC)(OCC)OCC pentaethoxytrimethylolpropane triacrylate